(4-(3-methyl-5-(trifluoromethyl)-1H-pyrazol-1-yl)benzyl)-3-(2-isopropylphenyl)pyrrole CC1=NN(C(=C1)C(F)(F)F)C1=CC=C(CC=2NC=CC2C2=C(C=CC=C2)C(C)C)C=C1